[C@@H]1([C@H](C1)NC(O)=O)NC(O)=O ((1R,2S)-cyclopropane-1,2-diyl)dicarbamic acid